(1s,2r)-2-((S)-1-(acetylaminomethyl)-8-(((S)-1-(thiazole-5-carbonyl)pyrrolidin-3-yl)oxy)-1,2,3,4-tetrahydroisoquinoline-2-carbonyl)-N-methylcyclohexane-1-carboxamide C(C)(=O)NC[C@H]1N(CCC2=CC=CC(=C12)O[C@@H]1CN(CC1)C(=O)C1=CN=CS1)C(=O)[C@H]1[C@H](CCCC1)C(=O)NC